6-bromo-2-(2-fluorophenyl)-1H-Benzimidazole BrC=1C=CC2=C(NC(=N2)C2=C(C=CC=C2)F)C1